3,N4-ethenocytosine C1=CNC(=O)N2C1=NC=C2